C(#N)CCOC(C(CN)O)(O)P(C(C)C)C(C)C cyanoethoxydiisopropylphosphino-3-amino-1,2-propanediol